ClC(=O)OC1=CC=C(C=C1)Cl 4-chlorophenyl chloroformate